FC(C)(F)C1=NC2=CC(=CC=C2C(N1C=1SC=C(N1)C1=CC=C(C=C1)F)=O)F 2-(1,1-Difluoroethyl)-7-fluoro-3-(4-(4-fluorophenyl)thiazol-2-yl)quinazolin-4(3H)-one